FC(CN1N=CC=C1COC1=C(C=CC=C1)CCC(=O)O)(F)F 3-(2-{[1-(2,2,2-trifluoroethyl)-1H-pyrazol-5-yl]methoxy}phenyl)propanoic acid